(R)-N-(3-(3,5-dimethylisoxazol-4-yl)-4-(piperidin-2-ylmethoxy)phenyl)-2-(1-methoxycyclobutyl)acetamide CC1=NOC(=C1C=1C=C(C=CC1OC[C@@H]1NCCCC1)NC(CC1(CCC1)OC)=O)C